C(CCC(=O)OCCl)(=O)OC methyl chloromethyl succinate